C(C)(=O)O.C(N)(OCC(CC1=CC=CC=C1)N)=O 2-amino-3-phenylpropyl carbamate acetate salt